Zinc 2,4,6-trifluorobenzoate FC1=C(C(=O)[O-])C(=CC(=C1)F)F.[Zn+2].FC1=C(C(=O)[O-])C(=CC(=C1)F)F